FC(C(=O)O)(F)F.[N+](=O)([O-])C=1C=C(C=CC1)C(CC#N)N1N=CC(=C1)C=1C2=C(N=CN1)NC=C2 3-(3-nitrophenyl)-3-[4-(7H-pyrrolo[2,3-d]pyrimidin-4-yl)-1H-pyrazol-1-yl]propanenitrile trifluoroacetate